O1NCCC=C1 (3H)-oxazine